C(=O)C1=C(C(=O)O)C(=CC=C1)O 2-FORMYL-6-HYDROXYBENZOIC ACID